ClC1=CC=C(C=C1)C1=C(CCC(C1)(C)C)CN1[C@@H]2CN([C@H](C1)C2)C(=O)C2=CC1=CN(C=C1C=C2)C2C(NC(CC2)=O)=O 5-((1S,4S)-5-((4'-chloro-5,5-dimethyl-3,4,5,6-tetrahydro-[1,1'-biphenyl]-2-yl)methyl)-2,5-diazabicyclo[2.2.1]heptane-2-carbonyl)-2-(2,6-dioxopiperidin-3-yl)isoindole